palladium(II) tetraphenyltetrabenzoporphyrin C1(=CC=CC=C1)C=1C=2C3=C(C(=C(C4=C5C(=C(C(=C6C7=C(C(C(=C8C9=C(C1N8)C=CC=C9)C9=CC=CC=C9)=N6)C=CC=C7)C7=CC=CC=C7)N4)C=CC=C5)C5=CC=CC=C5)N2)C=CC=C3.[Pd+2]